O1C=CCC=C1 1,4-dihydropyran